(S)-(4-(4-(difluoromethyl)pyrazolo[1,5-a]pyridin-2-yl)-6,7-dihydro-1H-imidazo[4,5-c]pyridin-5(4H)-yl)(5-(1-(trifluoromethyl)-1H-pyrazol-4-yl)-1,3,4-oxadiazol-2-yl)methanone FC(C=1C=2N(C=CC1)N=C(C2)[C@H]2N(CCC1=C2N=CN1)C(=O)C=1OC(=NN1)C=1C=NN(C1)C(F)(F)F)F